CC1C(C(CCC1C)C)O 2,3,6-trimethyl-cyclohexan-1-ol